2,4-dichloro-6-hydroxy-N-[2-(o-tolyl)ethyl]benzenesulfonamide ClC1=C(C(=CC(=C1)Cl)O)S(=O)(=O)NCCC1=C(C=CC=C1)C